22-(methyl-d3)-cholan C(C(CC)[C@@H](C)[C@H]1CC[C@H]2[C@@H]3CCC4CCCC[C@]4(C)[C@H]3CC[C@]12C)([2H])([2H])[2H]